3-((E)-4-((E)-4-(1H-imidazol-1-yl)styryl)styryl)-5,5-difluoro-1-methyl-5H-dipyrrolo[1,2-c:2',1'-f][1,3,2]diazaborinin-4-ium-5-uide N1(C=NC=C1)C1=CC=C(/C=C/C2=CC=C(/C=C/C=3C=C(C4=CC=5N([B-]([N+]43)(F)F)C=CC5)C)C=C2)C=C1